bis(3-hydroxynaphthyl) disulfone OC=1C=C(C2=CC=CC=C2C1)S(S(=O)(=O)C1=CC(=CC2=CC=CC=C12)O)(=O)=O